ClC=1C=C(C=CC1)CCN1CC(C(C1)C)COC1=CC=C(C=C1)S(=O)(=O)CCO 2-[4-({1-[2-(3-chlorophenyl)ethyl]-4-methylpyrrolidin-3-yl}methoxy)benzenesulfonyl]ethan-1-ol